C(=O)(O)C1=CC=C(C=C1)C1OCCCO1 2-(4-carboxyphenyl)-1,3-dioxane